5-(tert-butyl)-N-(2-(difluoromethyl)-4-(6-(3,6-dihydro-2H-pyran-4-yl)pyrrolo[2,1-f][1,2,4]triazin-4-yl)benzyl)-1,3,4-oxadiazole-2-carboxamide C(C)(C)(C)C1=NN=C(O1)C(=O)NCC1=C(C=C(C=C1)C1=NC=NN2C1=CC(=C2)C=2CCOCC2)C(F)F